3-(1-methyl-6-(((6S,7R)-6-methyl-2-azaspiro[3.5]non-7-yl)amino)-1H-indazol-3-yl)piperidine-2,6-dione CN1N=C(C2=CC=C(C=C12)N[C@H]1[C@H](CC2(CNC2)CC1)C)C1C(NC(CC1)=O)=O